1-allyl-4-hydroxy-N-(4-methylcyclohexyl)-2-oxo-1,8-naphthyridine-3-carboxamide C(C=C)N1C(C(=C(C2=CC=CN=C12)O)C(=O)NC1CCC(CC1)C)=O